tert-butyl (R)-9-(3,3-difluoropiperidin-4-yl)-3,9-diazaspiro[5.5]undecane-3-carboxylate FC1(CNCC[C@H]1N1CCC2(CCN(CC2)C(=O)OC(C)(C)C)CC1)F